1-(2-Hydroxyphenyl)-3-[4-(N-phenylanilino)phenyl]prop-2-en-1-one OC1=C(C=CC=C1)C(C=CC1=CC=C(C=C1)N(C1=CC=CC=C1)C1=CC=CC=C1)=O